FC1=C(C=C(C2=CC=CC=C12)C#N)C=1N(N=CC1)C 4-fluoro-3-(2-methylpyrazol-3-yl)naphthalene-1-carbonitrile